CC1=CC([C@@H](CC1)C(=C)C)C1=C(C=C(C=C1O)CCCCC)O 2-[(6R)-3-methyl-6-prop-1-en-2-ylcyclohex-2-en-1-yl]-5-pentylbenzene-1,3-diol